(1R,3R)-1-[2,6-difluoro-4-[2-(3-methylazetidin-1-yl)ethoxy]phenyl]-2-(2-fluoro-2-methyl-propyl)-3-methyl-1,3,4,9-tetrahydropyrido[3,4-b]indole FC1=C(C(=CC(=C1)OCCN1CC(C1)C)F)[C@H]1N([C@@H](CC2=C1NC1=CC=CC=C21)C)CC(C)(C)F